(R)-1-(2-(trifluoromethyl) phenyl)ethyl(1-methyl-4-(6-methyl-5-(methylsulfonamido) pyridin-2-yl)-1H-1,2,3-triazol-5-yl)carbamate FC(C1=C(C=CC=C1)[C@@H](C)N(C([O-])=O)C1=C(N=NN1C)C1=NC(=C(C=C1)NS(=O)(=O)C)C)(F)F